lithium 6-tert-butyl-5-methoxy-2-methyl-4-(o-tolyl)-indenide C(C)(C)(C)C1=C(C(=C2C=C([CH-]C2=C1)C)C1=C(C=CC=C1)C)OC.[Li+]